bis(4-chlorophenoxy)dextrose ClC1=CC=C(OC([C@H]([C@H]([C@@H]([C@H](C=O)O)O)O)O)(O)OC2=CC=C(C=C2)Cl)C=C1